tert-Butyl 3-(4-((4-(1-(2-methoxyethyl)-3-(pyridin-3-yl)-1H-pyrazol-4-yl)pyrimidin-2-yl)amino)phenoxy)azetidine-1-carboxylate COCCN1N=C(C(=C1)C1=NC(=NC=C1)NC1=CC=C(OC2CN(C2)C(=O)OC(C)(C)C)C=C1)C=1C=NC=CC1